(2R,4R)-N2-(5-((+)-1-amino-1-(3-cyanophenyl)-3-cyclopropylpropyl)-2-fluorophenyl)-N1-(4-fluorophenyl)-4-hydroxypyrrolidine-1,2-dicarboxamide NC(CCC1CC1)(C1=CC(=CC=C1)C#N)C=1C=CC(=C(C1)NC(=O)[C@@H]1N(C[C@@H](C1)O)C(=O)NC1=CC=C(C=C1)F)F